acryloxydecyl-trimethoxysilane tert-butyl-4-(2-amino-4-bromo-phenyl)-3,6-dihydro-2H-pyridine-1-carboxylate C(C)(C)(C)OC(=O)N1CCC(=CC1)C1=C(C=C(C=C1)Br)N.C(C=C)(=O)OCCCCCCCCCC[Si](OC)(OC)OC